3-(5-((4-(5,6-dichloropyridazin-4-yl)piperazin-1-yl)methyl)-1-oxoisoindolin-2-yl)piperidine-2,6-dione ClC=1C(=CN=NC1Cl)N1CCN(CC1)CC=1C=C2CN(C(C2=CC1)=O)C1C(NC(CC1)=O)=O